FC1(COCC[C@H]1N1N=NC(=C1)C)F 1-(1-((4R)-3,3-difluoro-tetrahydropyran-4-yl)-1H-triazol-4-yl)-methane